(4-hydroxymethylphenyl)silane OCC1=CC=C(C=C1)[SiH3]